C(N)(OCCCOC(N)=O)=O propane-1,3-diyl dicarbamate